N-(2-cyclopropyl-6-((3S,4s,5R)-4-hydroxy-3,4,5-trimethylpiperidin-1-yl)pyrimidin-4-yl)-6-(1-(2,2,2-trifluoroethyl)-1H-pyrazol-4-yl)picolinamide C1(CC1)C1=NC(=CC(=N1)NC(C1=NC(=CC=C1)C=1C=NN(C1)CC(F)(F)F)=O)N1C[C@@H](C([C@@H](C1)C)(C)O)C